(3-Amino-5-cyclopropylpyridin-2-yl)(7-fluoro-1H-indazol-4-yl)methanone NC=1C(=NC=C(C1)C1CC1)C(=O)C1=C2C=NNC2=C(C=C1)F